COC([C@@H](NC(CCC1=CC=C(C=C1)C1=CC=C(C=C1)CCCCN)=O)CCCCNC(=O)OC(C)(C)C)=O N2-(3-(4'-(4-aminobutyl)-[1,1'-biphenyl]-4-yl)propionyl)-N6-(tert-butoxycarbonyl)-L-lysine methyl ester